N-(3-fluoro-2-(hydroxymethyl)benzyl)-4-(5-methyl-2-((1-methyl-1H-pyrazol-5-yl)amino)pyrimidin-4-yl)oxazole-2-carboxamide FC=1C(=C(CNC(=O)C=2OC=C(N2)C2=NC(=NC=C2C)NC2=CC=NN2C)C=CC1)CO